2-(3-(4-(N-((1r,4r)-4-(quinazolin-2-ylamino)cyclohexyl)acetamido)phenyl)-5,8-dihydro-1,7-naphthyridin-7(6H)-yl)acetic acid N1=C(N=CC2=CC=CC=C12)NC1CCC(CC1)N(C(C)=O)C1=CC=C(C=C1)C=1C=NC=2CN(CCC2C1)CC(=O)O